5,5-dimethyl-3-(2-methylpropan-1-en-1-yl)-4,5-dihydro-isoxazole CC1(CC(=NO1)C=C(C)C)C